10-((2-((4,5-Dimethylthiazol-2-yl)carbamoyl)phenyl)amino)-10-oxodecanoic acid CC=1N=C(SC1C)NC(=O)C1=C(C=CC=C1)NC(CCCCCCCCC(=O)O)=O